C(C)[Si](CC)(CC)NC(CN(CC)CC)(C)C (triethylsilyl)(2-diethylamino-1,1-dimethylethyl)amine